methyl 3-(4-(2-Aminopyrimidin-4-yl) phenyl)-2,2-dimethylpropionate NC1=NC=CC(=N1)C1=CC=C(C=C1)CC(C(=O)OC)(C)C